4-bromo-1-butanol BrCCCCO